ClC=1C=CC(=C(C1)C1=NN(C=C1NC(=O)C=1C=NN2C1N=CC=C2)C[C@H]([C@@H](C)O)O)OC N-(3-(5-chloro-2-methoxyphenyl)-1-((2R,3R)-2,3-dihydroxybutyl)-1H-pyrazol-4-yl)pyrazolo[1,5-a]pyrimidine-3-carboxamide